tin styrene C=CC1=CC=CC=C1.[Sn]